OCC(C=O)(CCCC)CC 2-hydroxymethyl-2-ethyl-hexanal